CC1=NN(C(=C1)C)C1=CC(=NC=N1)C[C@@H]1CC[C@H](CC1)C(=O)OC methyl trans-4-[[6-(3,5-dimethyl pyrazol-1-yl)pyrimidin-4-yl]methyl]cyclohexanecarboxylate